FC(COC=1C2=C(N=CN1)C(=C(N2)C2=CC(=NC=C2)NC([C@H](CC(F)F)C2=CC=C(C=C2)F)=O)C2=NC=CC=C2)F (2R)-N-{4-[4-(2,2-difluoroethoxy)-7-(pyridin-2-yl)-5H-pyrrolo[3,2-d]pyrimidin-6-yl]pyridin-2-yl}-4,4-difluoro-2-(4-fluorophenyl)butanamide